2,6-diiododibenzofuran IC1=CC2=C(OC3=C2C=CC=C3I)C=C1